8-{4-[1-(4-Fluorophenyl)propyl]piperazin-1-yl}-7-nitro-6-oxo-5-(prop-2-yn-1-yl)-5,6-dihydro-1,5-naphthyridin-2-carbonitril FC1=CC=C(C=C1)C(CC)N1CCN(CC1)C1=C(C(N(C=2C=CC(=NC12)C#N)CC#C)=O)[N+](=O)[O-]